C1(=CC=CC=C1)C1(CC1)C1=CC=CC=C1 1,1-diphenylcyclopropane